2,4-dimethyl-5-decyn CC(C)CC(C#CCCCC)C